(3S,4S)-8-(5-((7-chloro-2-(pyrazin-2-ylmethyl)-1H-benzo[d]imidazol-6-yl)thio)pyrazin-2-yl)-3-methyl-2-oxa-8-azaspiro[4.5]decan-4-amine ClC1=C(C=CC2=C1NC(=N2)CC2=NC=CN=C2)SC=2N=CC(=NC2)N2CCC1([C@@H]([C@@H](OC1)C)N)CC2